(E)-2,2'-((2-(((1,3-dihydroxypropan-2-yl)oxy)methyl)-2-((3-(4-(3,5-dimethoxystyryl)phenoxy)-2,2-bis(hydroxymethyl)propoxy)methyl)propane-1,3-diyl)bis(oxy))bis(propane-1,3-diol) OCC(CO)OCC(COC(CO)CO)(COC(CO)CO)COCC(COC1=CC=C(C=C1)\C=C\C1=CC(=CC(=C1)OC)OC)(CO)CO